N=1N(N=C2C1C=CC=C2)N([13C]2=CC=CC=C2)CC2=CC=CC=C2 (2H-1,2,3-benzotriazol-2-yl)-N-benzylaniline-13C